COC=CC=1C=C(C=CC1C)C1=NOC=C1 [3-(2-methoxyvinyl)-4-methyl-phenyl]isoxazole